N2-[(2,3-difluorophenyl)methyl]-6-(1H-indazol-6-yl)-1,3,5-triazine-2,4-diamine FC1=C(C=CC=C1F)CNC1=NC(=NC(=N1)N)C1=CC=C2C=NNC2=C1